2-[2-(aminomethyl)-3,3-difluoro-allyl]-4-[3-(1,3-benzodioxol-5-yl)-2-methyl-phenyl]-1,2,4-triazol-3-one NCC(CN1N=CN(C1=O)C1=C(C(=CC=C1)C1=CC2=C(OCO2)C=C1)C)=C(F)F